C(OC1=CC=C(C=C1)[N+](=O)[O-])(O[C@@H]1CC2=CC=CC=C2C[C@H]1SSC1=NC=CC=C1)=O |r| 4-nitrophenyl (trans-(2RS,3RS)-3-(pyridin-2-yldisulfanyl)-1,2,3,4-tetrahydronaphthalen-2-yl) carbonate